methyl 2-((2-ethyl-4,4-dimethylcyclohexylidene)methoxy)propanoate C(C)C1C(CCC(C1)(C)C)=COC(C(=O)OC)C